tert-butyl N-[(3R)-8-fluoro-7-[5-(1-methyl-1-methyl sulfonyl-ethyl)-1,2,4-oxadiazol-3-yl]-4-oxo-3,5-dihydro-2H-1,5-benzothiazepin-3-yl]carbamate FC1=CC2=C(NC([C@H](CS2)NC(OC(C)(C)C)=O)=O)C=C1C1=NOC(=N1)C(C)(S(=O)(=O)C)C